CS(=O)(=O)OC1CC2=C(N=C(S2)NC(=O)C=2C=NC(=CC2C2=CC(=NC=C2C)Cl)C)CC1 2-(2'-chloro-5'-methyl-6-methyl-[4,4'-bipyridine]-3-carboxamido)-4,5,6,7-tetrahydrobenzo[d]thiazol-6-yl methanesulfonate